(5-chloro-7-(trifluoromethyl)pyrrolo[1,2-b]pyridazin-3-yl)-1-(2-carbonyl-1,2-dihydrobenzo[cd]indol-6-yl)-5-trifluoromethyl-1H-pyrazole-4-carboxamide ClC=1C=C(N2N=CC(=CC21)C2=NN(C(=C2C(=O)N)C(F)(F)F)C=2C=1C3=C(C(NC3=CC2)=C=O)C=CC1)C(F)(F)F